OC[C@H](N)[C@H](O)\C=C\CCCCCCCCCCCCC.[Ir] iridium sphingosine